5-(2-(4-((3-(2,6-Dioxopiperidin-3-yl)-1-methyl-1H-indazol-7-yl)oxy)piperidin-1-yl)-2-oxoethyl)-1-methyl-1H-pyrrole-2-carbonitrile O=C1NC(CCC1C1=NN(C2=C(C=CC=C12)OC1CCN(CC1)C(CC1=CC=C(N1C)C#N)=O)C)=O